C(#N)CCCN1C(=C(C2=CC(=CC=C12)OC)C=1N=C(SC1)C1=CN(C2=CC(=CC=C12)OC)CCCC#N)C 4-(3-(4-(1-(3-cyanopropyl)-5-methoxy-2-methyl-1H-indol-3-yl)thiazol-2-yl)-6-methoxy-1H-indol-1-yl)butanenitrile